OC(C1=CC=CC=C1)N(C(C1=CC=CC=C1)O)C(C1=CC=CC=C1)O tri(hydroxybenzyl)amine